(3-{2-[(2R)-1-(but-2-ynoyl)-2-methylpyrrolidin-2-yl]ethynyl}pyridin-4-yl)-3-[(3-fluoro-2-methoxyphenyl)amino]-1H,5H,6H,7H-pyrrolo[3,2-c]pyridin-4-one C(C#CC)(=O)N1[C@@](CCC1)(C)C#CC=1C=NC=CC1N1C=C(C=2C(NCCC21)=O)NC2=C(C(=CC=C2)F)OC